6-(6-(4-methoxypyridin-3-yl)-4-methyl-1H-pyrazolo[4,3-c]pyridin-1-yl)-4-((2R,3S)-2-methyl-3-((methylsulfonyl)methyl)azetidin-1-yl)-N-(1-methylcyclopropyl)pyridin-2-amine COC1=C(C=NC=C1)C1=CC2=C(C(=N1)C)C=NN2C2=CC(=CC(=N2)NC2(CC2)C)N2[C@@H]([C@H](C2)CS(=O)(=O)C)C